6-(3-furoyl)amino-3-(diethyl)amino-1,2,3,4-tetrahydro-9H-carbazole O1C=C(C=C1)C(=O)NC=1C=C2C=3CC(CCC3NC2=CC1)N(CC)CC